BrC1=C(C=CC(=N1)C(=O)NC([2H])([2H])[2H])N1CCC2(OCCO2)CC1 6-bromo-N-(methyl-d3)-5-(1,4-dioxa-8-azaspiro[4.5]decan-8-yl)picolinamide